BrC1=C(C=C(C=C1)C=CC(=O)C1=CC=C(C=C1)O)Cl 3-(4-Bromo-3-chlorophenyl)-1-(4-hydroxyphenyl)prop-2-en-1-one